3-[(tert-butoxycarbonyl)amino]-1-methylindazole-6-carboxylic acid C(C)(C)(C)OC(=O)NC1=NN(C2=CC(=CC=C12)C(=O)O)C